NC1=C2C(=NC=N1)N(N=C2C2=NOC(=C2C2=NC=C(C=N2)C2CCN(CC2)C(=O)OCCN2CCC(CC2)=O)C2CC2)C(C)(C)C 2-(4-oxopiperidin-1-yl)ethyl 4-(2-(3-(4-amino-1-(tert-butyl)-1H-pyrazolo[3,4-d]pyrimidin-3-yl)-5-cyclopropylisoxazol-4-yl)pyrimidin-5-yl)piperidine-1-carboxylate